C(=O)NC(C(=O)O)CC1=CSC=C1 2-formamido-3-(thiophen-3-yl)propanoic acid